n-Butyl-p-Bromophenol C(CCC)C1=C(C=CC(=C1)Br)O